8-cyclopropyl-N-((6-methyl-5-(1H-pyrrolo[2,3-b]pyridin-4-yl)-2,3-dihydro-1H-inden-4-yl)carbamoyl)-5,6-dihydro-8H-imidazo[2,1-c][1,4]oxazine-2-sulfonamide C1(CC1)C1OCCN2C1=NC(=C2)S(=O)(=O)NC(NC2=C1CCCC1=CC(=C2C2=C1C(=NC=C2)NC=C1)C)=O